C(C1=CC=CC=C1)OC(=O)N1[C@@H](C[C@@H](C1)OC1=NC=CC(=N1)C1=CC=CC=2N=C(N(C21)CC(CNC)OCC)C)C(=O)O (2S,4S)-1-benzyloxycarbonyl-4-[4-[3-[2-ethoxy-3-(methylamino)propyl]-2-methyl-benzimidazol-4-yl]pyrimidin-2-yl]oxy-pyrrolidine-2-carboxylic acid